6-Chloro-5-ethoxypicolinic acid methyl ester COC(C1=NC(=C(C=C1)OCC)Cl)=O